BrC1=C2C(N(C(=NC2=C(C=C1)F)C)[C@@H]1[C@H](CC1)C1=CC=CC=C1)=O 5-bromo-8-fluoro-2-methyl-3-[(1s,2r)-2-phenylcyclobutyl]-3,4-dihydroquinazolin-4-one